NC=1C(NOC1)=O (4S)-4-amino-1,2-oxazolin-3-one